ClC=1C=C2C(=NN(C2=CC1)CCC[C@H]1NCCC[C@@H]1O)C=1C=NN(C1)C(F)F (2R,3S)-2-(3-(5-chloro-3-(1-(difluoromethyl)-1H-pyrazol-4-yl)-1H-indazol-1-yl)propyl)piperidin-3-ol